FC1=C(C)C(=CC(=C1)F)F 2,4,6-trifluorotoluene